2-(2-chloro-6-cyclopropylpyrimidin-4-yl)propan-2-ol ClC1=NC(=CC(=N1)C(C)(C)O)C1CC1